NC1=NC=C(C=C1)N 2,5-Diaminopyridine